(1,3-dioleylimidazolidin-2-ylidene)(2-isopropoxybenzylidene)ruthenium (vi) chloride C(CCCCCCC\C=C/CCCCCCCC)N1C(N(CC1)CCCCCCCC\C=C/CCCCCCCC)=[Ru](=CC1=C(C=CC=C1)OC(C)C)(Cl)Cl